CNC(=O)C=1N=NN(C1)CCCCC=1N=NC(=CC1)NC(CC1=NC=CC(=C1)C1CCOCC1)=O N-methyl-1-(4-(6-(2-(4-(tetrahydro-2H-pyran-4-yl)pyridin-2-yl)acetamido)pyridazin-3-yl)butyl)-1H-1,2,3-triazole-4-carboxamide